4-(2-((tetrahydro-2H-pyran-2-yl)oxy)ethoxy)butanoic acid O1C(CCCC1)OCCOCCCC(=O)O